[Si](C)(C)(C(C)(C)C)OCC=1C=C(C=NC1)N(C(OC(C)(C)C)=O)CC1=CC(=CC=C1)CCl tert-butyl (5-(((tert-butyldimethylsilyl)oxy)methyl)pyridin-3-yl)(3-(chloromethyl)benzyl)carbamate